7-iminospiro[5H-cyclopenta[b]pyridine-6,4'-piperidine]-1'-carboxylic acid tert-butyl ester C(C)(C)(C)OC(=O)N1CCC2(CC1)CC=1C(=NC=CC1)C2=N